8a-Ethyl-7-(7H-pyrrolo[2,3-d]pyrimidin-4-yl)-3,4,4a,5,6,8-hexahydro-1H-2,7-naphthyridin-2-sulfonamid C(C)C12CN(CCC2CCN(C1)S(=O)(=O)N)C=1C2=C(N=CN1)NC=C2